ClC=1C=C(C=CC1F)NC(N(C)C(C)C1=CN(C(C2=CC=CC=C12)=O)CCOC)=O 3-(3-chloro-4-fluorophenyl)-1-(1-(2-(2-methoxyethyl)-1-oxo-1,2-dihydroisoquinolin-4-yl)ethyl)-1-methylurea